N1C=NC(=C1)C(C)N1C(N=C(C2=CC=C(C=C12)C(F)(F)F)N1C[C@H](CC1)CO)=O 1-(1-(1H-imidazol-4-yl)ethyl)-4-((S)-3-(hydroxymethyl)pyrrolidin-1-yl)-7-(trifluoromethyl)quinazolin-2(1H)-one